3,4,5-trimethyl-1-vinyl-2-pyrrolidone CC1C(N(C(C1C)C)C=C)=O